FC1([C@@H](C[C@H]2C[C@@H]([C@H]3[C@@H]4CC[C@H]([C@@H](CCC(=O)NCCOS(O)(=O)=O)C)[C@]4(CC[C@@H]3[C@]2(C1)C)C)O)O)F N-(2,2-difluoro-3β,7β-dihydroxy-5β-cholan-24-oyl)-2-aminoethyl-sulfuric acid